NC=1NC=C(C[C@H](N)C(=O)O)N1 2-amino-histidine